C1(=CC=CC=C1)C#CC=1C2=CC=CC=C2C(=C2C=CC=CC12)C#CC1=CC=CC=C1 9,10-di(phenylethynyl)anthracene